COC=1C=C(C=CC1OCC=1C=NC(=CC1)C(F)(F)F)C(C)N1C(=NC=2C1=NC=C(C2)C=2C=NN(C2)C)N 3-(1-(3-methoxy-4-((6-(trifluoromethyl)pyridin-3-yl)methoxy)phenyl)ethyl)-6-(1-methyl-1H-pyrazol-4-yl)-3H-imidazo[4,5-b]pyridin-2-amine